2-chloro-N-[(1S)-2-ethyl-1-methylbutyl]-3-furancarboxamide ClC=1OC=CC1C(=O)N[C@H](C(CC)CC)C